P(=O)(OC[N+]1=C(C(=CC=C1)C1=CC(=NO1)CC=1C=NC(=CC1)OCC1=CC(=NC=C1F)OC)N)(O)[O-] (2-amino-3-(3-((6-((5-fluoro-2-methoxypyridin-4-yl)methoxy)pyridin-3-yl)methyl)isoxazol-5-yl)pyridin-1-ium-1-yl)methyl hydrogen phosphate